C(C)(C)(C)OC(=O)NCCCC[C@@H](C(N[C@@H](CCCCNC(OCC1=CC=CC=C1)=O)C(=O)OC(C)(C)C)=O)NC(CCCCCCCNC(CC[C@H](NC(N[C@@H](CCC(=O)OC(C)(C)C)C(=O)OC(C)(C)C)=O)C(=O)OC(C)(C)C)=O)=O tetra-tert-butyl (9S,12S,26S,30S)-12-(4-((tert-butoxycarbonyl)amino)butyl)-3,11,14,23,28-pentaoxo-1-phenyl-2-oxa-4,10,13,22,27,29-hexaazadotriacontane-9,26,30,32-tetracarboxylate